C1(=CC=CC=C1)/N=N/C(C#N)C#N (E)-2-(phenyldiazenyl)malononitrile